The molecule is an oxysterol that is 7-ketocholesterol which is substituted by a hydroxy group at position 26 and has R-configuration at position 25. It has a role as a human xenobiotic metabolite. It is a 26-hydroxy steroid, an oxysterol, a 7-oxo steroid, a 3beta-sterol, a cholestanoid and a 3beta-hydroxy-Delta(5)-steroid. It derives from a cholesterol. C[C@H](CCC[C@@H](C)[C@H]1CC[C@@H]2[C@@]1(CC[C@H]3[C@H]2C(=O)C=C4[C@@]3(CC[C@@H](C4)O)C)C)CO